2-methyl-1,4-phenylenebis(4-(4-mercaptobutoxy)benzoic acid) CC1=C(C=CC(=C1)C1=C(C(=O)O)C=CC(=C1)OCCCCS)C1=C(C(=O)O)C=CC(=C1)OCCCCS